6-tert-butyl-2-chloro-N-(1H-indol-6-ylsulfonyl)pyridine-3-carboxamide C(C)(C)(C)C1=CC=C(C(=N1)Cl)C(=O)NS(=O)(=O)C1=CC=C2C=CNC2=C1